C(CCCCCCCCCCCC)(N)(N)N tridecanetriamine